[(1R,2R)-(-)-2-amino-1,2-diphenylethyl](4-toluenesulfonic acid) N[C@H]([C@@H](C1=CC=CC=C1)CC1=CC=C(C=C1)S(=O)(=O)O)C1=CC=CC=C1